C(C)OC=1C=CC(=C(C1)N1C(SCC1=O)=N)CCC 3-(5-ethoxy-2-propylphenyl)-2-iminothiazolidin-4-one